C12CN(CC(N1)C2)S(=O)(=O)N 3,6-diazabicyclo[3.1.1]heptane-3-sulfonamide